(Z)-3-(4,6-difluoro-5-(4-(2-hydroxy-5-(4-(1-(4-hydroxyphenyl)-2-phenylbut-1-en-1-yl)phenoxy)pentyl)piperazin-1-yl)-1-oxoisoindolin-2-yl)piperidine-2,6-dione FC1=C2CN(C(C2=CC(=C1N1CCN(CC1)CC(CCCOC1=CC=C(C=C1)\C(=C(\CC)/C1=CC=CC=C1)\C1=CC=C(C=C1)O)O)F)=O)C1C(NC(CC1)=O)=O